amino-8-methoxy-2,3-naphthalenedicarboxylic acid NC1=C(C(=CC2=CC=CC(=C12)OC)C(=O)O)C(=O)O